(S)-tert-butyl 6-(3-cyanophenyl)-3-methyl-3,4-dihydropyridine-1(2H)-carboxylate C(#N)C=1C=C(C=CC1)C1=CC[C@@H](CN1C(=O)OC(C)(C)C)C